C[NH+](C)CCC#N N,N-dimethyl(cyanoethyl)ammonium